C(C)(=O)NC1=CC=C(CN2CC(CCC2)(C(=O)OC)CCC2=CC=CC=C2)C=C1 methyl 1-(4-acetamidobenzyl)-3-phenethyl-piperidine-3-carboxylate